6-Amino-4-oxohexanoic acid NCCC(CCC(=O)O)=O